2,3,4,5-tetramethylbenzylamine CC1=C(CN)C=C(C(=C1C)C)C